7-[(1s,3s)-3-(benzyloxy)-3-methylcyclobutyl]-5-(difluoromethoxy)-3-[4-(difluoromethoxy)-2-(methoxymethoxy)-6-methylphenyl]-7H-pyrrolo[2,3-c]pyridazine C(C1=CC=CC=C1)OC1(CC(C1)N1C=C(C2=C1N=NC(=C2)C2=C(C=C(C=C2C)OC(F)F)OCOC)OC(F)F)C